1-methyl-Ethylamine Hydroiodide I.CC(C)N